3-(2-chloropyrimidin-4-yl)-7-methoxy-1H-indole ClC1=NC=CC(=N1)C1=CNC2=C(C=CC=C12)OC